C(CCC)C1CS(C2=C(N(C1)C1=CC=CC=C1)C=C(C(=C2)OCC(C(=O)O)O)SC)(=O)=O 3-((3-butyl-7-(methylthio)-1,1-dioxido-5-phenyl-2,3,4,5-tetrahydro-1,5-benzothiazepin-8-yl)oxy)-2-hydroxypropanoic acid